5-(5-(tert-butyl)-2-methylphenyl)-2-(2,6-dimethylphenyl)-3-(4-methoxyphenyl)-4,5,6,7-tetrahydro-2H-pyrazolo[4,3-C]pyridine C(C)(C)(C)C=1C=CC(=C(C1)N1CC=2C(CC1)=NN(C2C2=CC=C(C=C2)OC)C2=C(C=CC=C2C)C)C